N-cyclohexyl-1,7-dimethyl-4-oxo-5-phenyl-4,5-dihydro-1H-pyrrolo[3,2-c]pyridine-3-carboxamide C1(CCCCC1)NC(=O)C1=CN(C2=C1C(N(C=C2C)C2=CC=CC=C2)=O)C